(S)-3-((5-(1-(2,2-difluoroethyl)-1H-benzo[d][1,2,3]triazol-6-yl)-4-methoxypyrrolo[2,1-f][1,2,4]triazin-2-yl)amino)-1-methylpyrrolidin-2-one FC(CN1N=NC2=C1C=C(C=C2)C=2C=CN1N=C(N=C(C12)OC)N[C@@H]1C(N(CC1)C)=O)F